FC(C(=O)NC)F 2,2-difluoro-N-methylacetamide